C(CCC=C)C1(CCC2=CC=CC3=CC=CC1=C23)CC(=O)OC Methyl 2-(1-(pent-4-en-1-yl)-2,3-dihydro-1H-phenalen-1-yl)acetate